C1(CC1)N1N=CC(=C1)[C@H]1CN(C[C@H](O1)C)S(=O)(=O)C1=CC=C(C=C1)[N+](=O)[O-] (2S,6R)-2-(1-cyclopropyl-1H-pyrazol-4-yl)-6-methyl-4-((4-nitrophenyl)sulfonyl)-morpholine